2α-ethoxyethyl cyanoacrylate C(#N)C(C(=O)OCCOCC)=C